ClC=1C(=NC=C(N1)C1=CC=C(C=C1)N1C[C@H](OCC1)C(C)C)N (R)-3-chloro-5-(4-(2-isopropylmorpholino)phenyl)pyrazin-2-amine